2H-Cyclohepta[b]furan-2-one O1C=2C(=CC1=O)C=CC=CC2